2-(4-methyl-1-imidazolyl)ethyl-1,3,5-triazine CC=1N=CN(C1)CCC1=NC=NC=N1